COC1=NC=NC(=N1)N 6-methoxy-1,3,5-triazin-2-amine